C(C)(C)(C)C1=C(C=CC(=C1)C(C)(C)C)O 2,4-di-tertiary butylphenol